ClC=1C(=NC(=NC1C)N1CC(CC1)C1CN(C1)C1CC(C1)(C(=O)O)C)N[C@H](C)C1=C(C=C(C=C1)Cl)Cl 3-(3-(1-(5-chloro-4-(((R)-1-(2,4-dichlorophenyl)ethyl)amino)-6-methylpyrimidin-2-yl)pyrrolidin-3-yl)azetidin-1-yl)-1-methylcyclobutane-1-carboxylic acid